(3-(4-bromo-3-fluorophenyl)oxetan-3-yl)methanol BrC1=C(C=C(C=C1)C1(COC1)CO)F